C(C)C1=C(C=CC=C1)C1=C(C=CC(=C1)F)CC=1C=NC=CC1N1CC2(C1)CNC2 2-(3-((2'-ethyl-5-fluoro-[1,1'-biphenyl]-2-yl)methyl)pyridin-4-yl)-2,6-diazaspiro[3.3]heptane